COC1=NC=C(C=C1C(=O)OC)B1OC(C(O1)(C)C)(C)C methyl 2-methoxy-5-(4,4,5,5-tetramethyl-1,3,2-dioxaborolan-2-yl)pyridine-3-carboxylate